5-CHLOROBIPHENYL-3-YLBORONIC ACID ClC=1C=C(C=C(C1)C1=CC=CC=C1)B(O)O